OC1(CCC(CC1)(C)CN1C(N(C=2N=CN(C2C1=O)C)C)=O)C(F)(F)F 1-((4-hydroxy-1-methyl-4-(trifluoromethyl)cyclohexyl)methyl)-3,7-dimethyl-1H-purine-2,6(3h,7h)-dione